SCC(CSCCCSC(CC)S)SCCS 3-[3-mercapto-2-(2-mercaptoethylthio)-propylthio]propylthiopropane-1-thiol